tosylic acid hydrate O.S(=O)(=O)(O)C1=CC=C(C)C=C1